amino-1-deoxy-d-glucitol [2H]C([C@@H]([C@H]([C@@H]([C@@H](CO)O)O)O)O)N